C(C=C)OCCCCCCCCCC(CC)(O)OC1=CC=CC=C1 allyloxynonyl-phenoxyl-propanol